1,3-dimethyl-azetidin CN1CC(C1)C